ethyl 2-{3-[(4,5-dimethyl-1,3-thiazol-2-yl)amino]-4-methyl-5H,6H,7H-pyrrolo[2,3-c]pyridazin-7-yl}-1,3-thiazole-4-carboxylate CC=1N=C(SC1C)NC1=C(C2=C(N=N1)N(CC2)C=2SC=C(N2)C(=O)OCC)C